NC=1C(=NC=C(N1)C)C(=O)O 3-amino-5-methyl-pyrazine-2-carboxylic acid